NC=1C=2N(C3=CC(=CC=C3N1)C(=O)N(CC1=NC=C(C=C1)C(F)(F)F)C(C)C1=NC=CC=N1)C=CC2 4-amino-N-(1-(pyrimidin-2-yl)ethyl)-N-((5-(trifluoromethyl)pyridin-2-yl)methyl)pyrrolo[1,2-a]quinoxaline-8-formamide